ClC1=NC2=CC=C(C=C2C(=C1)OC)[N+](=O)[O-] 2-chloro-4-methoxy-6-nitroquinoline